(2-fluoro-6-chlorophenyl)-4-((4-(oxetan-3-yl)phenyl)amino)pyridazine-3-carboxamide FC1=C(C(=CC=C1)Cl)C=1C(=C(N=NC1)C(=O)N)NC1=CC=C(C=C1)C1COC1